carbamoyl-methyl-isoxazole C(N)(=O)C=1C(=NOC1)C